2-[2-(4-fluorophenyl)-1,3-thiazol-4-yl]-2-propanol FC1=CC=C(C=C1)C=1SC=C(N1)C(C)(C)O